tert-butyl (2R,4S)-2-(((S)-1-((4-(N-(((4-isopropylbenzyl)oxy)carbonyl)carbamimidoyl)benzyl)amino)-1-oxopropan-2-yl)carbamoyl)-4-phenylpiperidine-1-carboxylate C(C)(C)C1=CC=C(COC(=O)NC(=N)C2=CC=C(CNC([C@H](C)NC(=O)[C@@H]3N(CC[C@@H](C3)C3=CC=CC=C3)C(=O)OC(C)(C)C)=O)C=C2)C=C1